1-(5-(2-((5,6-difluoro-2,3-dihydro-1H-inden-2-yl)amino)pyrimidin-5-yl)-1,3,4-oxadiazol-2-yl)azetidine-3-sulfonamide FC=1C=C2CC(CC2=CC1F)NC1=NC=C(C=N1)C1=NN=C(O1)N1CC(C1)S(=O)(=O)N